7-((3S,4R)-3-fluoro-4-((1-methyl-1H-indazol-5-yl)oxy)piperidin-1-yl)-6-methyl-[1,2,4]triazolo[4,3-a]pyrimidin-3(2H)-one F[C@H]1CN(CC[C@H]1OC=1C=C2C=NN(C2=CC1)C)C1=NC=2N(C=C1C)C(NN2)=O